5-chloro-2-(1H-tetrazol-1-yl)-5-methoxy-pyridin ClC1(CC=C(N=C1)N1N=NN=C1)OC